2-(5-(((5-cyclopropyl-7-(4,4-difluoro-6-azaspiro[2.5]octan-6-yl)-5H-pyrrolo[3,2-d]pyrimidin-2-yl)thio)methyl)-2-fluorophenyl)acetic acid C1(CC1)N1C=C(C=2N=C(N=CC21)SCC=2C=CC(=C(C2)CC(=O)O)F)N2CC(C1(CC1)CC2)(F)F